2-chloro-N-[1-(6-cyclopropylpyridin-3-yl)-1H-indazol-4-yl]-5-{[(2,2-dimethylpropionyl)amino]methyl}benzamide hydrochloride Cl.ClC1=C(C(=O)NC2=C3C=NN(C3=CC=C2)C=2C=NC(=CC2)C2CC2)C=C(C=C1)CNC(C(C)(C)C)=O